ClC=1C=CC(=C(C1)C1=CC=C2C(=NC(=NC2=C1F)OC[C@H]1N(CCC1)C)N1C[C@@H](N(CC1)C(/C(=C/C=1SC=CN1)/F)=O)CC#N)OC 2-((S)-4-(7-(5-chloro-2-methoxyphenyl)-8-fluoro-2-(((S)-1-methylpyrrolidin-2-yl)methoxy)quinazolin-4-yl)-1-((Z)-2-fluoro-3-(thiazol-2-yl)acryloyl)piperazin-2-yl)acetonitrile